OCCC=C(C(=O)O)C.C(C(=C)C)(=O)OCCO 2-hydroxyethyl methacrylate (2-hydroxylethylmethacrylate)